9-methoxy-6-(4-methoxybenzyl)-3-(1-methylcyclopropyl)pyrimido[4,5-e][1,2,4]triazolo[4,3-c]pyrimidin-5(6H)-one COC=1N=CC2=C(C=3N(C(N2CC2=CC=C(C=C2)OC)=O)C(=NN3)C3(CC3)C)N1